3-(2,2,2-trifluoroacetamido)azetidine FC(C(=O)NC1CNC1)(F)F